3-isopropyl-3H-1,2,3-triazole-4-carboxylic acid C(C)(C)N1N=NC=C1C(=O)O